C(C)C(CCCCC)OC(CCCCCCCCN(CCCNC(=O)C=1C=C(NC(CCCN(CCCCCCCCC(=O)OC(CCCCC)CC)CCCCCCCCC(=O)OC(CCCCC)CC)=O)C=C(C1)C(NCCCN(CCCCCCCCC(OC(CCCCC)CC)=O)CCCCCCCCC(OC(CCCCC)CC)=O)=O)CCCCCCCCC(OC(CCCCC)CC)=O)=O 1-ethylhexyl 9-[[4-[3,5-bis[3-[bis[9-(1-ethylhexoxy)-9-oxo-nonyl]amino]propylcarbamoyl]anilino]-4-oxo-butyl]-[9-(1-ethylhexoxy)-9-oxo-nonyl]amino]nonanoate